CC=1C(=NC(=C(C1)C)N)N 3,5-dimethylpyridine-2,6-diamine